Cl.FC(OCCCN)(F)F 3-(trifluoromethoxy)propanamine hydrochloride